C(C=C)C1=CC=C(C=C1)C(=O)C1=CC=CC=C1 1-allyl-4-(phenylcarbonyl)benzene